The molecule is 1,4-Dihydro-2H-3,1-benzoxazin-2-one substituted at the 4 position by cyclopropylethynyl and trifluoromethyl groups (S configuration) and at the 6 position by chlorine. A non-nucleoside reverse transcriptase inhibitor with activity against HIV, it is used with other antiretrovirals for combination therapy of HIV infection. It has a role as a HIV-1 reverse transcriptase inhibitor and an antiviral drug. It is a benzoxazine, an acetylenic compound, an organochlorine compound, an organofluorine compound and a member of cyclopropanes. C1CC1C#C[C@]2(C3=C(C=CC(=C3)Cl)NC(=O)O2)C(F)(F)F